C(C(C)C)SC=1C=C2C(=CNC2=CC1)CCNC(C)=O N-[2-(5-Isobutylthio-1H-indol-3-yl)ethyl]acetamide